CC=1C=C(C=CC1C)CN1C(C2(C3=C1N=NC(=C3)C3=C(C=CC=C3)O)CN(C2)C(=O)OC(C)(C)C)=O tert-butyl 7'-[(3,4-dimethylphenyl)methyl]-3'-(2-hydroxyphenyl)-6'-oxospiro[azetidine-3,5'-pyrrolo[2,3-c]pyridazine]-1-carboxylate